ClC1=C(C=CC(=C1)C)C1=CNC(C2=CC(=CC=C12)OC)=O 4-(2-chloro-4-methylphenyl)-7-methoxyisoquinolin-1(2H)-one